(R,E)-2-cyano-N-(1-(3,4-dimethoxyphenyl)ethyl)-3-(5-(3-(dimethylamino)phenyl)-1H-pyrrolo[2,3-b]pyridin-3-yl)acrylamide C(#N)/C(/C(=O)N[C@H](C)C1=CC(=C(C=C1)OC)OC)=C\C1=CNC2=NC=C(C=C21)C2=CC(=CC=C2)N(C)C